(5S*)-4-bromo-5-methyl-1-(tetrahydro-2H-pyran-2-yl)-5,6,7,8-tetrahydro-1H-benzo[f]indazole BrC1=C2C=NN(C2=CC2=C1[C@H](CCC2)C)C2OCCCC2 |o1:10|